3-(3-hydroxypropionyl)oxazolidin-2-one OCCC(=O)N1C(OCC1)=O